Methyl (S)-2-(3-((2-((tert-butyldimethylsilyl)oxy)-1-(dibenzo[b,d]furan-2-yl)ethyl)amino)-2-oxo-6-(piperidin-1-yl)pyrazin-1(2H)-yl)acetate [Si](C)(C)(C(C)(C)C)OC[C@H](C1=CC2=C(OC3=C2C=CC=C3)C=C1)NC=1C(N(C(=CN1)N1CCCCC1)CC(=O)OC)=O